Aminohydroxynaphthalin NC1=C(C2=CC=CC=C2C=C1)O